N-{2-[4-(4-chloro-2-fluorophenyl)piperazin-1-yl]phenyl}pyridine ClC1=CC(=C(C=C1)N1CCN(CC1)C1=C(C=CC=C1)N1CC=CC=C1)F